ethyl 6-(2,2-difluorocyclopropyl)imidazo[1,2-a]pyrimidine-2-carboxylate FC1(C(C1)C=1C=NC=2N(C1)C=C(N2)C(=O)OCC)F